CC/C=C\C/C=C\C/C=C\C/C=C\C=C\[C@H](CCCC(=O)O)O 5-hydroxy-6E,8Z,11Z,14Z,17Z-eicosapentaenoic acid